(1R,2R)-1-(2,3-dihydrobenzo[b][1,4]dioxin-6-yl)-2-octanamido-3-(pyrrolidin-1-yl)propyl (tert-butoxycarbonyl)sulfamate C(C)(C)(C)OC(=O)NS(O[C@@H]([C@@H](CN1CCCC1)NC(CCCCCCC)=O)C1=CC2=C(OCCO2)C=C1)(=O)=O